3-amino-isophthalic dihydrazide NC1(CC(C(=O)NN)=CC=C1)C(=O)NN